FC(CC[C@H]1CN(C2=C(S([C@H]1F)(=O)=O)C=C(C(=C2)C(F)(F)F)O)C2=CC=C(C=C2)F)F |r| rac-(2R,3S)-3-(3,3-difluoropropyl)-2-fluoro-5-(4-fluorophenyl)-8-hydroxy-7-(trifluoromethyl)-2,3,4,5-tetrahydrobenzo[b][1,4]thiazepine 1,1-dioxide